(S)-1-((2S,4R,5R)-5-(2-Acetamido-7-(cyclopropylmethyl)-6,8-dioxo-1,6,7,8-tetrahydro-9H-purin-9-yl)-4-acetoxytetrahydrofuran-2-yl)propyl acetate C(C)(=O)O[C@@H](CC)[C@H]1O[C@H]([C@@H](C1)OC(C)=O)N1C=2N=C(NC(C2N(C1=O)CC1CC1)=O)NC(C)=O